N1(CCCCC1)C(=O)OOC1=CC=CC=C1 phenoxy piperidine-1-carboxylate